6'-((1S,2S)-2-(6-(2,4-dimethoxypyrimidin-5-yl)imidazo[1,2-b]pyridazin-8-yl)cyclopropyl)-1'-(2,2,2-trifluoroethyl)spiro[cyclobutane-1,3'-indolin]-2'-one COC1=NC=C(C(=N1)OC)C=1C=C(C=2N(N1)C=CN2)[C@@H]2[C@H](C2)C2=CC=C1C3(C(N(C1=C2)CC(F)(F)F)=O)CCC3